N<3>-methyluridine CN1C(N([C@H]2[C@H](O)[C@H](O)[C@@H](CO)O2)C=CC1=O)=O